morpholinopyrido[3,4-d]pyridazin-1-amine O1CCN(CC1)C=1N=NC(=C2C1C=NC=C2)N